C(C1=CC=CC=C1)OCCNCCCCCCCC(=O)NC(CCCCCCCC)CCCCCCCC 8-(2-benzyloxyethylamino)-N-(1-octylnonyl)octanamide